ClC1=C(C=CC2=C1C(=NCC(N2C)=O)C2=C(C=CC(=C2)O)F)C 6-Chloro-5-(2-fluoro-5-hydroxy-phenyl)-1,7-dimethyl-3H-1,4-benzodiazepine-2-One